2-Fluoro-cinnamonitrile FC1=C(C=CC#N)C=CC=C1